CN(CCN(C1=C(C=C(C=C1)NC=1N=C(C2=C(N1)NC=C2)C2=CN(C1=CC(=CC=C21)F)C)[N+](=O)[O-])C)C N1-(2-(dimethylamino)ethyl)-N4-(4-(6-fluoro-1-methyl-1H-indol-3-yl)-7H-pyrrolo[2,3-d]pyrimidin-2-yl)-N1-methyl-2-nitrobenzene-1,4-diamine